2-Bromo-1-[5-(4-cyclopropylphenyl)-3-(ethanesulfonyl)pyridin-2-yl]ethanone BrCC(=O)C1=NC=C(C=C1S(=O)(=O)CC)C1=CC=C(C=C1)C1CC1